1,3-dimethylimidazolidin-2-one CN1C(N(CC1)C)=O